FC(CN1[C@@H](C=2NC3=CC=CC=C3C2C[C@H]1C)C=1SC(=CN1)CC1CN(C1)CCC(F)F)F 2-((1S,3R)-2-(2,2-Difluoroethyl)-3-methyl-2,3,4,9-tetrahydro-1H-pyrido[3,4-b]indol-1-yl)-5-((1-(3,3-difluoropropyl)azetidin-3-yl)methyl)thiazole